N-((1s,3s)-3-((5-(1-(2,2-difluoroethyl)-1H-benzo[d][1,2,3]triazol-6-yl)-4-methoxy-7H-pyrrolo[2,3-d]pyrimidin-2-yl)amino)-1-methylcyclobutyl)acetamide FC(CN1N=NC2=C1C=C(C=C2)C2=CNC=1N=C(N=C(C12)OC)NC1CC(C1)(C)NC(C)=O)F